3-(3,4-Dimethoxyphenyl)-5-methylisoxazole-4-carboxylic acid COC=1C=C(C=CC1OC)C1=NOC(=C1C(=O)O)C